O(C1=CC=CC=C1)CC1C2C=CC(C1)C2 5-(phenoxymethyl)bicyclo[2.2.1]hept-2-ene